NC1=C(C=C2C(C=C(OC2=C1[N+](=O)[O-])C1CCN(CC1)C(=O)[O-])=O)F 4-(7-amino-6-fluoro-8-nitro-4-oxo-4H-chromen-2-yl)piperidine-1-carboxylate